C1(CCCCC1)NC1=CC(=NC=2N1N=CC2)C2=CC=C(C=C2)NC(C)=O N-(4-(7-(cyclohexylamino)pyrazolo[1,5-a]pyrimidin-5-yl)phenyl)acetamide